3-(6-Bromo-1H-benzo[d]imidazol-1-yl)piperidine-2,6-dione BrC=1C=CC2=C(N(C=N2)C2C(NC(CC2)=O)=O)C1